2-[2-[2-[2-[2-[2-[2-(2-benzyloxyethoxy)ethoxy]ethoxy]ethoxy]ethoxy]ethoxy]ethoxy]ethanol C(C1=CC=CC=C1)OCCOCCOCCOCCOCCOCCOCCOCCO